FC(C12CCC(CC1)(C2)C(=O)O)(F)F 4-(trifluoromethyl)bicyclo[2.2.1]heptane-1-carboxylic acid